(8R)-9-(4-Chloro-3-(trifluoromethyl)benzoyl)-2-(1-(4-(difluoromethoxy)phenyl)ethyl)-8-methyl-7,8,9,10-tetrahydropyrido[4',3':3,4]pyrazolo[1,5-d][1,2,4]triazin-1(2H)-one ClC1=C(C=C(C(=O)N2CC=3C(=NN4C=NN(C(C43)=O)C(C)C4=CC=C(C=C4)OC(F)F)C[C@H]2C)C=C1)C(F)(F)F